N1(CCCC1)C(=O)C1=CC=CC=C1 phenyl (pyrrolidin-1-yl) ketone